2-(3-bromo-4-chlorophenyl)-6-chloro-[1,2,4]triazolo[1,5-a]pyridine BrC=1C=C(C=CC1Cl)C1=NN2C(C=CC(=C2)Cl)=N1